5-(bromomethyl)-1-(4-fluorophenyl)-3-phenyl-1H-pyrazole BrCC1=CC(=NN1C1=CC=C(C=C1)F)C1=CC=CC=C1